tert-butyl 4-[3-bromo-2-chloro-6-[(diethylcarbamoyl)oxy]phenyl]piperidine-1-carboxylate BrC=1C(=C(C(=CC1)OC(N(CC)CC)=O)C1CCN(CC1)C(=O)OC(C)(C)C)Cl